[C@]12(COC[C@H]2C1)C1=NC(=CC(=C1)C=1C=C(C=CC1C)NC(C1=CC(=NC=C1)C(F)(F)F)=O)OCCO N-(3-(2-((1R,5S)-3-oxabicyclo[3.1.0]hex-1-yl)-6-(2-hydroxyethoxy)pyridine-4-yl)-4-methylphenyl)-2-(trifluoromethyl)isonicotinamide